COC1=CC=C(COC=2C=3N(C=C(C2)NCCC)N=CC3C#N)C=C1 4-((4-Methoxybenzyl)oxy)-6-(propylamino)pyrazolo[1,5-a]pyridine-3-carbonitrile